(S)-1-(3-((5-chloro-4-(3-(piperidin-1-yl)phenyl)pyrimidin-2-yl)amino)piperidin-1-yl)ethan-1-one ClC=1C(=NC(=NC1)N[C@@H]1CN(CCC1)C(C)=O)C1=CC(=CC=C1)N1CCCCC1